CC(C)(O)NCC1=CC(=CC=C1)C=1OC(=NN1)C=1C(=C(C=CC1)C1=CC=CC=C1)C Methyl-(3-(5-(2-methyl-[1,1'-biphenyl]-3-yl)-1,3,4-oxadiazol-2-yl)benzyl)aminoethanol